CC=1C=C(C=CC1C)C1=CC=C(C(=N1)O)C=1NC2(CN1)CS(C=C2)(=O)=O 2-(6-(3,4-dimethylphenyl)-2-hydroxypyridin-3-yl)-7-thia-1,3-diazaspiro[4.4]nona-2,8-diene 7,7-dioxide